1,1,1,3,3,3-Hexafluoropropan-2-yl 1-(3-(pyrrolidin-1-yl)-4-(trifluoromethyl)benzyl)-1,8-diazaspiro[4.5]decane-8-carboxylate N1(CCCC1)C=1C=C(CN2CCCC23CCN(CC3)C(=O)OC(C(F)(F)F)C(F)(F)F)C=CC1C(F)(F)F